COC(=O)C=1C(N(N=C(C1)C1=CC(=C(C=C1)N(C)C)Cl)C1=CC(=CC=C1)F)=O 6-[3-chloro-4-(dimethylamino)phenyl]-2-(3-fluorophenyl)-3-oxo-2,3-dihydropyridazine-4-carboxylic acid methyl ester